FC1(CC=C(CC1)C1=NN(C(=C1)C(=O)NC(C)C(C)(C)C)C)F 3-(4,4-difluorocyclohex-1-en-1-yl)-N-(3,3-dimethylbutan-2-yl)-1-methyl-1H-pyrazole-5-carboxamide